FC=1C=CC(=NC1C)SC=1C=2N(C=C(C1)C=1C=NN(C1C)C1CCNCC1)N=CC2C#N 4-[(5-fluoro-6-methyl-2-pyridyl)sulfanyl]-6-[5-methyl-1-(4-piperidyl)pyrazol-4-yl]pyrazolo[1,5-a]pyridine-3-carbonitrile